bromomethyl-3,5,6-trimethylpyrazine BrCC1=NC(=C(N=C1C)C)C